O1CCOC12CCC(CC2)NC=2C=CC1=C(N=C(S1)C#N)C2Br 5-((1,4-dioxaspiro[4.5]decan-8-yl)amino)-4-bromobenzo[d]thiazole-2-carbonitrile